C(CCCCCCCCCCCCCCCCCCCCC)C1CC2C=CC1C2 6-docosyl-norbornene